[Si](C1=CC=CC=C1)(C1=CC=CC=C1)(C(C)(C)C)OCCC(C=O)(C)C 4-[tert-butyl(diphenyl)silyl]oxy-2,2-dimethyl-butanal